BrC1=CC=C(C=C1)NC(=O)NCC(=O)N1CC(C1)F 1-(4-Bromophenyl)-3-(2-(3-fluoroazetidin-1-yl)-2-oxoethyl)urea